(1r,3r)-3-((4-(3,5-dimethylisoxazol-4-yl)-2-nitrophenyl)amino)cyclobutanol CC1=NOC(=C1C1=CC(=C(C=C1)NC1CC(C1)O)[N+](=O)[O-])C